COC(C1=C(C=C(C=C1Cl)Br)N)=O 2-amino-4-bromo-6-chlorobenzoic acid methyl ester